1-[4-cyclopropaneformylpiperazin-1-yl]-3-(methylamino)propan-1-one C1(CC1)C(=O)N1CCN(CC1)C(CCNC)=O